COC1(C(=CCC=C1C)C)OC 4,4-dimethoxy-3,5-dimethylcyclohex-2,5-diene